C1(CC(C1)CCO)CCO 3-cyclobutanediethanol